O=C1NC(CCC1N1C(N(C2=C1C=CC(=C2)C#CCCCCCCCCCC(=O)OCC2=CC=CC=C2)C)=O)=O Benzyl 12-(1-(2,6-dioxopiperidin-3-yl)-3-methyl-2-oxo-2,3-dihydro-1H-benzo[d]imidazol-5-yl)dodec-11-ynoate